[Cl-].[Cl-].C1(=CC=CC=C1)P(C1=CC=CC=C1)C1=CC=CC=C1.C1(=CC=CC=C1)P(C1=CC=CC=C1)C1=CC=CC=C1.[Pd+2] palladium(II) bis(triphenylphosphine) dichloride